CN(S(=O)(=O)C1=CC=C(C)C=C1)SC(F)(F)F N-methyl-N-[(trifluoromethyl)thio]-p-toluenesulfonamide